4,8-bishydroxymethyl-tricyclo[5.2.1.02,6]decane OCC1CC2C3CC(C(C2C1)C3)CO